(E)-3-(4-Cyclopentyloxy-3-ethoxyphenyl)-1-(2,4-dihydroxyphenyl)prop-2-en-1-one C1(CCCC1)OC1=C(C=C(C=C1)/C=C/C(=O)C1=C(C=C(C=C1)O)O)OCC